3-phenoxycyclopentylmethylsulfonate O(C1=CC=CC=C1)C1CC(CC1)CS(=O)(=O)[O-]